C(C)N(C\C=C/C1=C(C=CC=C1)S(=O)(=O)NC1=C(C2=C([C@@H]3[C@H](CO2)C3)C=C1)C(=O)O)CC (1aR,7bS)-5-[2-((Z)-3-diethylaminoprop-1-enyl)benzenesulfonylamino]-1,1a,2,7b-tetrahydrocyclopropa[c]benzopyran-4-carboxylic acid